C1(=C(C=CC=C1)C1=C(C=CC(=N1)NS(=O)(=O)C1=CC=CC(=N1)OC1CCC(CC1)C(=O)O)C(F)(F)F)C 4-((6-(N-(6-(o-tolyl)-5-(trifluoromethyl)pyridin-2-yl)sulfamoyl)pyridin-2-yl)oxy)cyclohexanecarboxylic acid